N(=[N+]=[N-])CCOCCOCCOCCOCCOCCOCCOC(=O)[O-] 22-azido-2,5,8,11,14,17,20-heptaoxabehenate